N=1C2=C(OC(C1)=O)N=CC=C2 pyrido[2,3-b]-1,4-oxazin-3(4H)-one